FC=1C=C(C=C(C1F)OC(F)(F)F)C=1C(=NC(=NC1)NC=1C=NN(C1)C)NC=1C=C(C=CC1F)NC(C=C)=O N-(3-((5-(3,4-difluoro-5-(trifluoromethoxy)phenyl)-2-((1-methyl-1H-pyrazol-4-yl)amino)pyrimidin-4-yl)amino)-4-fluorophenyl)acrylamide